NC1(C(C=CC(=C1)N)C)C 2,4-diaminoxylene